C(O[C@@H]1N(CCC1)C1=NC=C(C(=N1)NCC1=CC(=C(C=C1)OC)Cl)C(NCC1=NC=CC=N1)=O)(OC)=O (S)-(1-(4-((3-chloro-4-methoxybenzyl) amino)-5-((pyrimidin-2-ylmethyl) carbamoyl) pyrimidin-2-yl) pyrrolidin-2-yl) methyl carbonate